1,1-bis(4-hydroxy-3,5-xylyl)cyclodecane OC1=C(C=C(C=C1C)C1(CCCCCCCCC1)C1=CC(=C(C(=C1)C)O)C)C